BrCCOCC1=CC=CC=C1 ((2-Bromoethoxy)methyl)benzene